C(C1=CC=CC=C1)OC1=NC(=CC=C1C1=CC(=NC=C1)OCCCN1[C@@H](CN(C[C@@H]1C)C(=O)OC(C)(C)C)C)OCC1=CC=CC=C1 tert-butyl (3R,5S)-4-(3-((2,6-bis(benzyloxy)-[3,4'-bipyridin]-2'-yl)oxy)propyl)-3,5-dimethylpiperazine-1-carboxylate